[NH3+][C@@H](C)C(=O)O Alaninium